C(CCCCCCCCCCCCCCC)(=O)N[C@@H](CSC[C@@H](COC(CCCCCCCCCCCCCCC)=O)OC(CCCCCCCCCCCCCCC)=O)C(=O)O |&1:22| N-palmitoyl-S-[2,3-bis(palmitoyloxy)-(2RS)-propyl]-[R]-cystein